CC1=C(C(=CC(=C1)C)C)N1CN(C=C1)C1=C(C=C(C=C1C)C)C 1,3-bis(2,4,6-trimethylphenyl)imidazole